maleimido-propylethyleneglycol C1(C=CC(N1C(CO)(CCC)O)=O)=O